CS(=O)(=O)NC1=C(C=C(C=C1)[N+](=O)[O-])OC2=CC=CC=C2 The molecule is an aromatic ether having phenyl and 2-methylsulfonamido-5-nitrophenyl as the two aryl groups. It has a role as a cyclooxygenase 2 inhibitor and a non-steroidal anti-inflammatory drug. It is a C-nitro compound, a sulfonamide and an aromatic ether. It derives from a nitrobenzene.